4-MERCAPTO-2-PENTANONE SC(CC(C)=O)C